7-Fluoro-8-(1H-indol-4-yl)-1,4,4-trimethyl-9-(trifluoromethyl)-5H-[1,2,4]triazolo[4,3-a]quinoxaline FC=1C=C2NC(C=3N(C2=C(C1C1=C2C=CNC2=CC=C1)C(F)(F)F)C(=NN3)C)(C)C